C(C)(C)(C)[S@@](=NC(C(C)(C)C)=O)(=O)CC1=NC(=NC(=C1)N1[C@@H](COCC1)C)I N-((S)-tert-butyl((2-iodo-6-((R)-3-methylmorpholino)pyrimidin-4-yl)methyl)(oxo)-λ6-sulfaneylidene)pivalamide